NC1=CC=C(C=C1)N=NC1=CC=C(C=C1)N(CCO)CCO 2,2'-[4-(4-aminophenylazo)phenylimino]diethanol